O=C1CC(=NN1C1=CC=C(C(=O)O)C=C1)C(F)(F)F 4-[5-oxo-3-(trifluoromethyl)-4H-pyrazol-1-yl]benzoic acid